4-(2-oxa-5-azabicyclo[2.2.1]heptan-5-yl)-2,6-dichlorobenzoyl chloride C12OCC(N(C1)C1=CC(=C(C(=O)Cl)C(=C1)Cl)Cl)C2